(S)-7-(4-fluorobenzyl)-2-methyl-6-(morpholinomethyl)-2,3-dihydro-1H-pyrido[2,3-b][1,4]oxazine FC1=CC=C(CC2=CC3=C(OC[C@@H](N3)C)N=C2CN2CCOCC2)C=C1